O1COC2=C1C=CC=C2[C@H]2[C@](C[C@@H]1N2C([C@H](N(C1=O)C)C)=O)(C#N)C |r| rac-(3r,6r,7s,8as)-6-(benzo[d][1,3]dioxol-4-yl)-2,3,7-trimethyl-1,4-dioxooctahydropyrrolo[1,2-a]pyrazine-7-carbonitrile